NC1=C(C=2C(=NC=CN2)N1C1=C(C(=CC=C1C)O)C)C(=O)C1=CC=2C(=CN=CC2)N1 (R)-(6-amino-5-(3-hydroxy-2,6-dimethylphenyl)-5H-pyrrolo[2,3-b]pyrazin-7-yl)(1H-pyrrolo[2,3-c]pyridin-2-yl)methanone